[N+](=O)([O-])C=1C=C(C=CC1N1CCSCC1)NC1=NC=2N(C(=N1)C1=CN(C3=CC=CC=C13)C)N=CC2 2-(3-nitro-4-thiomorpholinylphenylamino)-4-(1-methylindol-3-yl)pyrazolo[1,5-a][1,3,5]Triazine